ClC1=C2C(=NC=C1)NC(=C2C2=CC=C1CCN(C1=C2)C(C=C)=O)C2=CC=C(C=C2)C2CCN(CC2)C 1-(6-(4-Chloro-2-(4-(1-methylpiperidin-4-yl)phenyl)-1H-pyrrolo[2,3-b]pyridin-3-yl)indolin-1-yl)prop-2-en-1-on